NC\C=C(\CN1C=NC2=C1C=C(C=C2C2=CC(=NN2C)C(F)(F)F)C#N)/F (Z)-1-(4-amino-2-fluorobut-2-en-1-yl)-4-(1-methyl-3-(trifluoromethyl)-1H-pyrazol-5-yl)-1H-benzo[d]imidazol-6-carbonitrile